N-pentyl-N'-hexyl-urea C(CCCC)NC(=O)NCCCCCC